BrC[C@@H]1[C@H]2CC[C@@H](C1)O2 |r| rac-(1R,2S,4S)-2-(bromomethyl)-7-oxabicyclo[2.2.1]heptane